2-fluoro-1,4-phenylenediamine FC1=C(C=CC(=C1)N)N